5-(2-(8-ethoxy-3,4-dihydrobenzofuro[2,3-c]pyridin-2(1H)-yl)ethyl)-1-methyl-5,6,7,8-tetrahydropyrazolo[4,3-c]azepin-4(1H)-one C(C)OC1=CC=CC2=C1OC=1CN(CCC12)CCN1C(C2=C(CCC1)N(N=C2)C)=O